N-(3-methoxybenzyl)-N-(4-morpholinobenzyl)-4-(piperidin-1-ylmethyl)thiazol-2-amine COC=1C=C(CN(C=2SC=C(N2)CN2CCCCC2)CC2=CC=C(C=C2)N2CCOCC2)C=CC1